tert-butyl 4-(4-(4'-acetamido-3'-fluoro-2-methoxy-[1,1'-biphenyl]-3-yl)-6-((4-((tert-butoxycarbonyl)amino)cyclohexyl)oxy)pyridin-2-yl)piperazine-1-carboxylate C(C)(=O)NC1=C(C=C(C=C1)C1=C(C(=CC=C1)C1=CC(=NC(=C1)OC1CCC(CC1)NC(=O)OC(C)(C)C)N1CCN(CC1)C(=O)OC(C)(C)C)OC)F